NC=1C(=C(CS(=O)(=O)N2C(CC(CC2)NC=2C=C(C=CC2)C2=C(C(=C(S2)C(=O)OC(C)(C)C)OCC(=O)OC(C)(C)C)Cl)(C)C)C=CC1)F tert-butyl 5-(3-((1-((3-amino-2-fluorobenzyl)sulfonyl)-2,2-dimethylpiperidin-4-yl)amino)phenyl)-3-(2-(tert-butoxy)-2-oxoethoxy)-4-chlorothiophene-2-carboxylate